N[C@@H](CCC(=O)O)C(=O)CC[NH-] glutamylethyl-amide